4-(2,2,7-trifluoro-3-oxo-6-(perfluorophenyl)-2,3-dihydro-4H-benzo[b][1,4]oxazin-4-yl)but-2-ynoic acid FC1(C(N(C2=C(O1)C=C(C(=C2)C2=C(C(=C(C(=C2F)F)F)F)F)F)CC#CC(=O)O)=O)F